C(CCC=C)(=O)OCCC1=CC(=C(C=C1)O)N1N=C2C(=N1)C=CC=C2 2-[3-(2H-benzotriazol-2-yl)-4-hydroxyphenyl]ethyl 4-pentenoate